N-((1R)-1-(4-(difluoromethyl)-2-fluorophenyl)ethyl)-D-prolinamide FC(C1=CC(=C(C=C1)[C@@H](C)NC([C@@H]1NCCC1)=O)F)F